6-chloro-N-cyclobutyl-8-{[(4-methoxyphenyl)methyl](methyl)amino}imidazo[1,2-b]pyridazine-3-carboxamide ClC=1C=C(C=2N(N1)C(=CN2)C(=O)NC2CCC2)N(C)CC2=CC=C(C=C2)OC